tris-[2,4,6-trimethyl-3-(pyridin-3-yl)phenyl]borane tert-butyl-(R)-3-((5,7-dimethyl-4-(methylamino)-1,8-naphthyridin-2-yl)amino)pyrrolidine-1-carboxylate C(C)(C)(C)OC(=O)N1C[C@@H](CC1)NC1=NC2=NC(=CC(=C2C(=C1)NC)C)C.CC1=C(C(=CC(=C1C=1C=NC=CC1)C)C)B(C1=C(C(=C(C=C1C)C)C=1C=NC=CC1)C)C1=C(C(=C(C=C1C)C)C=1C=NC=CC1)C